(3R)-3-amino-5-[(4-chlorophenyl)methyl]-7-[5-(2-fluorophenyl)-1,3,4-oxadiazol-2-yl]-1,1-dioxo-2,3-dihydro-1lambda6,5-benzothiazepin-4-one N[C@H]1CS(C2=C(N(C1=O)CC1=CC=C(C=C1)Cl)C=C(C=C2)C=2OC(=NN2)C2=C(C=CC=C2)F)(=O)=O